(3S,6S,11aS)-6-((tert-butoxycarbonyl)amino)-5-oxodecahydro-1H-pyrrolo[1,2-a]azonine-3-carboxylic acid C(C)(C)(C)OC(=O)N[C@H]1CCCCC[C@@H]2N(C1=O)[C@@H](CC2)C(=O)O